S-Methyl 2-((4-methoxy-1H-indole-2-carbonyl)-L-leucyl)-1-(((S)-2-oxopyrrolidin-3-yl)methyl)hydrazine-1-carbothioate COC1=C2C=C(NC2=CC=C1)C(=O)N[C@@H](CC(C)C)C(=O)NN(C(SC)=O)C[C@H]1C(NCC1)=O